(S)-N-(4-(4-amino-7-methyl-5-(4-(pyrrolidine-1-carbonyl)cyclohex-1-en-1-yl)-7H-pyrrolo[2,3-d]pyrimidin-6-yl)-3-methylphenyl)methacrylamide NC=1C2=C(N=CN1)N(C(=C2C2=CC[C@H](CC2)C(=O)N2CCCC2)C2=C(C=C(C=C2)NC(C(=C)C)=O)C)C